(R)-5-(4-(aminomethyl)phenyl)-1-((4-hydroxy-1-(3-phenylbutyryl)piperidin-4-yl)methyl)-4-phenylpyridin-2(1H)-one NCC1=CC=C(C=C1)C=1C(=CC(N(C1)CC1(CCN(CC1)C(C[C@@H](C)C1=CC=CC=C1)=O)O)=O)C1=CC=CC=C1